FC1=C(C=NN1COCC[Si](C)(C)C)B1OC(C(O1)(C)C)(C)C 5-fluoro-4-(4,4,5,5-tetramethyl-1,3,2-dioxaborolan-2-yl)-1-((2-(trimethylsilyl)ethoxy)methyl)-1H-pyrazole